FC(C(=O)O)(F)F.NCCCCOC=1C=C(C=CC1)C(C(=O)N[C@@H](C(=O)NCC1=CC=C(C=C1)O)CCCN\C(=N/C(NCCNC(CC)=O)=O)\N)C1=CC=CC=C1 (2R)-2-(2-(3-(4-aminobutoxy)-phenyl)-2-phenylacetamido)-N-(4-hydroxybenzyl)-5-((Z)-2-((2-propionamidoethyl)carbamoyl)-guanidino)pentanamide 2,2,2-trifluoroacetate